alpha-chloroacetyl-2,6-dimethylaniline ClCC(=O)NC1=C(C=CC=C1C)C